2,4,5-trifluoro-3-chlorophenyldiazonium hydrochloride Cl.FC1=C(C=C(C(=C1Cl)F)F)[N+]#N